FC=1C2(N(C3=CC(=CC=C3C1)OC)CC(C(N2)=O)(C)C)C2=CC=CC=C2 5-Fluoro-9-methoxy-2,2-dimethyl-4a-phenyl-1,2,4,4a-tetrahydro-3H-pyrimido[1,2-a]quinolin-3-one